2-(2-aminoethoxy)-N-(2-(2-aminoethoxy)ethyl)-N-(2-(4-(2-(2-aminoethyl-oxy)ethyl)piperazin-1-yl)ethyl)ethan-1-amine NCCOCCN(CCN1CCN(CC1)CCOCCN)CCOCCN